ethyl-isonicotinate C(C)OC(C1=CC=NC=C1)=O